tert-butyl N-[1-[3-[4-[1-(2,6-dioxo-3-piperidyl)-3-methyl-2-oxo-benzimidazol-5-yl]-1-piperidyl]propanoyl]-4-piperidyl]carbamate O=C1NC(CCC1N1C(N(C2=C1C=CC(=C2)C2CCN(CC2)CCC(=O)N2CCC(CC2)NC(OC(C)(C)C)=O)C)=O)=O